OC(C#N)CCSC 2-HYDROXY-4-METHYLTHIOBUTYRONITRIL